CC1=CNC2=CC=CC(=C12)CNC1=CN=C2C(=N1)N=C(C=C2)N2C[C@H](CC2)O (3S)-1-(3-{[(3-methyl-1H-indol-4-yl)methyl]amino}pyrido[2,3-b]pyrazin-6-yl)pyrrolidin-3-ol